3,6-dichloro-1-(3-((3-methyl-4-nitro-1-(tetrahydro-2H-pyran-2-yl)-1H-pyrazol-5-yl)oxy)propyl)-1H-pyrazolo[3,4-d]pyrimidine ClC1=NN(C2=NC(=NC=C21)Cl)CCCOC2=C(C(=NN2C2OCCCC2)C)[N+](=O)[O-]